2-(difluoromethyl)-N-[(3R)-3-ethyl-1,1-dimethyl-indan-4-yl]pyridin-3-carboxamide FC(C1=NC=CC=C1C(=O)NC1=C2[C@@H](CC(C2=CC=C1)(C)C)CC)F